Cl.O1N=C(C2=C1C=CC=C2)C2=C(C=CC=C2)[C@H](CC2=NC=CC=C2C)N (S)-1-[2-(Benzo[d]isoxazol-3-yl)phenyl]-2-(3-methylpyridine-2-yl)ethan-1-amine hydrochloride